CC=1C(CC(CC1)C(=C)C)=O 2-methyl-5-prop-1-en-2-yl-cyclohex-2-en-1-one